(1R,2S,5S)-3-[(2S)-2-amino-4,4-difluorobutyryl]-N-{(2S)-1-amino-1-oxo-3-[(3S)-2-oxopyrrolidin-3-yl]propan-2-yl}-6,6-dimethyl-3-azabicyclo[3.1.0]hexane-2-carboxamide N[C@H](C(=O)N1[C@@H]([C@H]2C([C@H]2C1)(C)C)C(=O)N[C@H](C(=O)N)C[C@H]1C(NCC1)=O)CC(F)F